tungsten silicate nickel [Ni+2].[Si]([O-])([O-])([O-])[O-].[W+4]